C(CCC)SC1=C(N=C(S1)N1N=C(C(=C1C(=O)O)CC1=C(C=CC=C1)[N+](=O)[O-])C)C1=CC(=C(C=C1)Cl)Cl 1-(5-(butylsulfanyl)-4-(3,4-dichlorophenyl)thiazol-2-yl)-3-methyl-4-(2-nitrobenzyl)-1H-pyrazole-5-carboxylic acid